4-(3-hydroxyphenyl)-N-(3-methanesulfonamidophenyl)thiophene-2-carboxamide OC=1C=C(C=CC1)C=1C=C(SC1)C(=O)NC1=CC(=CC=C1)NS(=O)(=O)C